O=C1N(CCC(N1)=O)C=1C=C(C(=O)N2CCC3(CCN(CC3)C(=O)OC(C)(C)C)CC2)C=CC1C tert-butyl 9-(3-(2,4-dioxotetrahydropyrimidin-1(2H)-yl)-4-methylbenzoyl)-3,9-diazaspiro[5.5]undecane-3-carboxylate